{(4E)-4-[3-(3-chlorophenyl)prop-2-yn-1-ylidene]-3,3-dimethylpiperidin-1-yl}(furan-2-yl)methanone ClC=1C=C(C=CC1)C#C\C=C/1\C(CN(CC1)C(=O)C=1OC=CC1)(C)C